3-methylbenzoxazole-3-ium C[N+]1=COC2=C1C=CC=C2